7-fluoro-4-methyl-1,3-benzothiazole FC1=CC=C(C=2N=CSC21)C